Cl.N1CC(CC1)OCCO 2-pyrrolidin-3-yloxy-ethanol hydrochloride